FC1=CC=C(C=C1)C1=NC(=CC(=C1)C1(N(CCC1)C(=O)OCC1=CC=CC=C1)C)OC1[C@@H]2CN(C[C@H]12)C(=O)C=1C(=NN(C1)C1=NC=CC=N1)C benzyl 2-(2-(4-fluorophenyl)-6-(((1R,5S,6s)-3-(3-methyl-1-(pyrimidin-2-yl)-1H-pyrazole-4-carbonyl)-3-azabicyclo[3.1.0]hexan-6-yl)oxy)pyridin-4-yl)-2-methylpyrrolidine-1-carboxylate